FC1=C(C(=CC(=C1)[N+](=O)[O-])F)F 1,2,3-trifluoro-5-nitrobenzene